4-(phenylthio)phenyl-bis(4-methoxyphenyl)sulfonium C1(=CC=CC=C1)SC1=CC=C(C=C1)[S+](C1=CC=C(C=C1)OC)C1=CC=C(C=C1)OC